5-hydroxy-8-methoxy-2-phenyl-7-(2-(tetrahydropyrrole-1-yl)ethoxy)-quinolin-4(1H)-one OC1=C2C(C=C(NC2=C(C(=C1)OCCN1CCCC1)OC)C1=CC=CC=C1)=O